C(C)(C)N1N=NC2=C1C=CC(=C2)C=2OC1=C(N2)C=CC=C1C 2-(1-isopropyl-1H-benzo[d][1,2,3]triazol-5-yl)-7-methyl-benzo[d]oxazole